[Si](C)(C)(C(C)(C)C)O[C@H]1[C@@H](O[C@@H](C1)CO[Si](C)(C)C(C)(C)C)N1C=NC=2C(N)=NC=NC12 2',5'-bis-O-(t-butyldimethylsilyl)-3'-deoxyadenosine